methyl (R,E)-4-(2-(2-(N-(1-(1-(naphthalen-1-yl)ethyl)piperidin-4-yl)methylsulfonamido)acetamido)acetamido)but-2-enoate C1(=CC=CC2=CC=CC=C12)[C@@H](C)N1CCC(CC1)N(S(=O)(=O)C)CC(=O)NCC(=O)NC/C=C/C(=O)OC